(9Z,11E)-octadeca-9,11-dienoic acid C(CCCCCCC\C=C/C=C/CCCCCC)(=O)O